Pyrazolo-pyrimidine N1N=CC2=C1C=NC=N2